C(C)(C)(CC)OOC(CCCCCC(C)(C)C)=O tert-amylperoxyneodecanoate